C=CCCCCCCCCCCCCCCCCCC 1-icosene